C(C)(C)(C)OC(NCC(CN(C(CO)=O)[C@H](C(C)(C)C)C=1N(C=C(N1)C1=C(C=CC(=C1)F)F)CC1=CC=CC=C1)CS)=O tert-Butyl-{3-[{(1R)-1-[1-benzyl-4-(2,5-difluorophenyl)-1H-imidazol-2-yl]-2,2-dimethylpropyl}(glycoloyl)amino]-2-(sulfanylmethyl)propyl}carbamat